Di((9Z,12Z)-octadeca-9,12-dien-1-yl) (S)-2-(((3-(dimethylamino)propoxy)carbonyl)oxy)-succinate CN(CCCOC(=O)O[C@H](C(=O)OCCCCCCCC\C=C/C\C=C/CCCCC)CC(=O)OCCCCCCCC\C=C/C\C=C/CCCCC)C